COCCCC1(CCCCCCC1)CN1N=CC(=C1C)B1OC(C(O1)(C)C)(C)C 1-{[1-(3-Methoxypropyl)cyclooctyl]methyl}-5-methyl-4-(4,4,5,5-tetramethyl-1,3,2-dioxaborolan-2-yl)-1H-pyrazole